(3S,4R)-4-phenyl-N-[3-(phenylamino)phenyl]pyrrolidine-3-carboxamide C1(=CC=CC=C1)[C@H]1[C@@H](CNC1)C(=O)NC1=CC(=CC=C1)NC1=CC=CC=C1